bismuth cadmium germanium [Ge].[Cd].[Bi]